4-cyano-1-phenyl-6,7-dihydro-5H-cyclopenta[c]pyridin-3-yl trifluoromethanesulfonate FC(S(=O)(=O)OC1=C(C2=C(C(=N1)C1=CC=CC=C1)CCC2)C#N)(F)F